CN(C1=C(C=NC=2NC3=C(C=C(C(=C3C21)F)F)NC)C=2C=C1C(C(=CN(C1=NC2)CC2=CN=CO2)C(=O)O)=O)C 6-[4-(dimethylamino)-5,6-difluoro-8-(methylamino)-9H-pyrido[2,3-b]indol-3-yl]-1-(oxazol-5-ylmethyl)-4-oxo-1,8-naphthyridine-3-carboxylic acid